3,6-difluorobenzene-1,2-dicarboxylic acid dimethyl ester COC(=O)C=1C(=C(C=CC1F)F)C(=O)OC